FC(CN1C(=NC=2C1=NC(=CC2)C=2C=CN1N=C(N=CC12)N[C@H]1CC[C@H](CC1)NC(C)=O)C)F N-(cis-4-((5-(3-(2,2-difluoroethyl)-2-methyl-3H-imidazo[4,5-b]pyridin-5-yl)pyrrolo[2,1-f][1,2,4]triazin-2-yl)amino)cyclohexyl)acetamide